C(C)(C)N1C(=NC(=C1)C(F)(F)F)C1=CC(CC1)=O 3-(1-isopropyl-4-(trifluoromethyl)-1H-imidazol-2-yl)cyclopent-2-en-1-one